6-N-(2-amino-2-pyridin-2-ylethyl)-1-methyl-4-N-[4-(trifluoromethyl)phenyl]pyrazolo[3,4-d]pyrimidine-4,6-diamine NC(CNC1=NC(=C2C(=N1)N(N=C2)C)NC2=CC=C(C=C2)C(F)(F)F)C2=NC=CC=C2